3-bromo-2-chloro-6-methyl-5-(trifluoromethyl)pyridine BrC=1C(=NC(=C(C1)C(F)(F)F)C)Cl